ClCC(=O)NC1=CC(=CC(=C1)OC)OC chloro-N-(3,5-dimethoxyphenyl)acetamide